ClC=1C=C2N(C(C=3N(C2=CC1)C=CN3)=O)C=3C(=NC=CC3)Cl 7-Chloro-5-(2-chloropyridin-3-yl)imidazo[1,2-a]Quinoxaline-4(5H)-on